COC(CC(CCC1=C(C(=CC=C1)OC)OC)O[Si](C1=CC=CC=C1)(C1=CC=CC=C1)C(C)(C)C)=O 3-((tert-butyldiphenylsilyl)oxy)-5-(2,3-dimethoxyphenyl)pentanoic acid methyl ester